N1(C=NC=C1)CCCC=1N=C(SC1)NC(=O)NC1=CC=C(C=C1)OC 1-(4-(3-(1H-imidazole-1-yl)propyl)thiazole-2-yl)-3-(4-methoxyphenyl)urea